6-morpholino-N-(4-piperidyl)pyrimidin-4-amine O1CCN(CC1)C1=CC(=NC=N1)NC1CCNCC1